2-[[5,6-bis(p-tolyl)-1,2,4-triazin-3-yl]sulfanyl]-1-pyrrolidin-1-yl-propan-1-one C1(=CC=C(C=C1)C=1N=C(N=NC1C1=CC=C(C=C1)C)SC(C(=O)N1CCCC1)C)C